ClC=1C=C2C(=NC(=NC2=C(C1C1=CC(=CC2=CC=CC=C12)O)F)N1CC(C1)N(C)C)N1CC2(CN(C2)C(C=C)=O)CC1 1-(6-(6-chloro-2-(3-(dimethylamino)azetidin-1-yl)-8-fluoro-7-(3-hydroxynaphthalen-1-yl)quinazolin-4-yl)-2,6-diazaspiro[3.4]octan-2-yl)prop-2-en-1-one